2-(Methylsulfonyl)ethyl-1H-pyrazole CS(=O)(=O)CCN1N=CC=C1